ClC1=C(C2=C(OCO2)C=C1NC1=NC(=CC(=N1)C)NC)C=1CCCN(CC1)C(=O)OCCCC butyl 5-[5-chloro-6-[[4-methyl-6-(methylamino)pyrimidin-2-yl]amino]-1,3-benzodioxol-4-yl]-2,3,4,7-tetrahydroazepine-1-carboxylate